OCCC1(CN=CN1)CC(=O)O 5-hydroxyethyl-5-carboxymethylimidazoline